Ethyl 3-chloro-6-(3,4-dimethylphenyl)-4-oxo-4,5-dihydropyrazolo[1,5-a]pyrazine-2-carboxylate ClC=1C(=NN2C1C(NC(=C2)C2=CC(=C(C=C2)C)C)=O)C(=O)OCC